2-[6-(2,6-Diazaspiro[3.5]nonan-2-yl)[1,3]thiazolo[4,5-c]pyridazin-3-yl]-5-(1H-pyrazol-4-yl)phenol-Dihydrochlorid Cl.Cl.C1N(CC12CNCCC2)C=2SC1=C(N=NC(=C1)C1=C(C=C(C=C1)C=1C=NNC1)O)N2